Cl.C1(CC1)CN1[C@H]2[C@@]3(CCC([C@H]4[C@@]3(C=3C(=C(C=CC3C2)O)O4)CC1)=O)O 17-(cyclopropylmethyl)-4,5α-epoxy-3,14-dihydroxy-morphinan-6-one, monohydrochloride